bis(cyclopenta-2,4-diyn-1-yl)diphenyl-λ4-phosphane C1(C#CC#C1)[P](C1=CC=CC=C1)(C1=CC=CC=C1)C1C#CC#C1